ClC=1C=CC(=C(C1)N1CC(N(CC1=O)C(C(=O)NC1=CC=C(C(=O)O)C=C1)CC1=CC=CC=C1)=O)C=1C=NN(C1)C 4-(2-(4-(5-chloro-2-(1-methyl-1H-pyrazol-4-yl)phenyl)-2,5-dioxopiperazin-1-yl)-3-phenylpropanamido)benzoic acid